NC(=O)N.P(=O)(O)(O)OCC[N+](C)(C)C Choline DihydrogenPhosphate-Urea